COC1=CC2=C(N(C(=N2)S(=O)CC2=NC=C(C(=C2C)OC)C)C)C=C1 5-methoxy-2-[[(4-methoxy-3,5-dimethyl-2-pyridinyl)methyl]sulfinyl]-1-methylbenzimidazole